BrC=1N=C(SC1C)NC(C1=C(C=CC=C1)[N+](=O)[O-])=O N-(4-bromo-5-methyl-thiazol-2-yl)-2-nitro-benzamide